FC(CCC1N(S(C2=C(N(C1)C1=CC=C(C=C1)F)C=C(C(=C2)OCC(C#N)(C)C)C(F)(F)F)(=O)=O)C)(C)F 3-((3-(3,3-difluorobutyl)-5-(4-fluorophenyl)-2-methyl-1,1-dioxido-7-(trifluoromethyl)-2,3,4,5-tetrahydrobenzo[f][1,2,5]thiadiazepin-8-yl)oxy)-2,2-dimethylpropanenitrile